C(C1=CC=CC=C1)NS(=O)(=O)C1=C(C(=C(C(=C1F)F)F)F)OCC N-benzyl-2-ethoxy-3,4,5,6-tetrafluoro-benzenesulfonamide